NC1=NC=NC=2N(C3=CC=C(C=C3C21)Cl)CC(=O)O 2-(4-amino-6-chloro-9H-pyrimido[4,5-b]indol-9-yl)acetic acid